ClC(OC1=CC=C(C=C1)NC(=O)C=1C=C2C(=CN(C2=C(C1)C=1C=NC=NC1)C(C)C)C)(F)F N-(4-(chlorodifluoromethoxy)phenyl)-1-isopropyl-3-methyl-7-(pyrimidin-5-yl)-1H-indole-5-carboxamide